(S)-N-(1-(6-bromo-1-neopentyl-1H-pyrrolo[2,3-b]pyridin-3-yl)-2,2-difluoroethylidene)-2-methylpropane-2-sulfinamide BrC1=CC=C2C(=N1)N(C=C2C(C(F)F)=N[S@@](=O)C(C)(C)C)CC(C)(C)C